4-(3-isopropyl-1,2,4-triazol-1-yl)pyrimidin-2-ol C(C)(C)C1=NN(C=N1)C1=NC(=NC=C1)O